C(#C)C=1N2C(SC1)=CN=C2 3-ethynylimidazo[5,1-b]thiazole